2-bromo-4-methoxy-cyclohexanone BrC1C(CCC(C1)OC)=O